C(C=C)N=C(C)C1=CC=CC=C1 N-allyl-1-phenyl-ethanimine